BrC1=CC(=C(C=C1F)CC#N)F 2-(4-Bromo-2,5-difluorophenyl)acetonitrile